Gamma-aminopropylbis(trimethylsiloxy)methylsilane tert-butyl-(3-aminobicyclo[1.1.1]pentan-1-yl)carbamate C(C)(C)(C)N(C(O)=O)C12CC(C1)(C2)N.NCCC[SiH2]C(O[Si](C)(C)C)O[Si](C)(C)C